N-(4-(7-methoxy-6-(piperidin-4-yloxy)quinazolin-4-yl)phenyl)-2-(4-(trifluoromethyl)phenyl)acetamide COC1=C(C=C2C(=NC=NC2=C1)C1=CC=C(C=C1)NC(CC1=CC=C(C=C1)C(F)(F)F)=O)OC1CCNCC1